COC=1C=C2C(=NC(=NC2=CC1OC)C)NC(C)C=1SC(=CC1)C1=CC(=CC=C1)S(=O)(=O)C 6,7-dimethoxy-2-methyl-N-[1-{5-[3-(methylsulfonyl)phenyl]thiophen-2-yl}ethyl]quinazolin-4-amine